1,3-dimethyl-1,3-di-n-propyldisiloxane C[SiH](O[SiH](CCC)C)CCC